4-hydroxy-4'-methyl-[1,1'-biphenyl] OC1=CC=C(C=C1)C1=CC=C(C=C1)C